C(C1=CC=CC=C1)N(CC(OC(C(=O)O)(F)F)C1=CC(=NC=C1)C)CC1=CC=CC=C1 2-(2-(dibenzylamino)-1-(2-methylpyridin-4-yl)ethoxy)-2,2-difluoroacetic acid